1-({6-[(2-methoxy-4-propylbenzyl)oxy]-1-methyl-3,4-dihydro-2-naphthyl}methyl)-3-azetidinecarboxylic acid COC1=C(COC=2C=C3CCC(=C(C3=CC2)C)CN2CC(C2)C(=O)O)C=CC(=C1)CCC